3-(phenylmethoxy)cyclobutanecarboxylic acid C1(=CC=CC=C1)COC1CC(C1)C(=O)O